(S)-4-(((S)-3-fluoro-2-methoxypropyl)(4-(5,6,7,8-tetrahydro-1,8-naphthyridin-2-yl)butyl)amino)-2-(1-(3-(fluoromethyl)pyrazin-2-yl)cyclopropane-1-carboxamido)butanoic acid FC[C@H](CN(CC[C@@H](C(=O)O)NC(=O)C1(CC1)C1=NC=CN=C1CF)CCCCC1=NC=2NCCCC2C=C1)OC